4'-((4-(ethoxymethyl)-2,6-difluorophenyl)ethynyl)-2',3,5,6'-tetrafluoro-[1,1'-biphenyl]-4-carbonitrile C(C)OCC1=CC(=C(C(=C1)F)C#CC1=CC(=C(C(=C1)F)C1=CC(=C(C(=C1)F)C#N)F)F)F